Cl.FC=1C(=NC(=NC1)NC1=NC=C(C=C1)N1CCNCC1)C=1C=C2C(=CC(=NC2=C(C1)F)C)C(=C)C 5-Fluoro-4-(8-fluoro-2-methyl-4-(prop-1-en-2-yl)quinolin-6-yl)-N-(5-(piperazin-1-yl)pyridin-2-yl)pyrimidin-2-amine hydrochloride